CC=1N=CSC1OC1CCC(CC1)N1N=C2N(C1=O)[C@@H](CC2)C2=CC=CC=C2 (S)-2-(4-((4-methylthiazol-5-yl)oxy)cyclohexyl)-5-phenyl-2,5,6,7-tetrahydro-3H-pyrrolo[2,1-c][1,2,4]triazol-3-one